C(C1CO1)C1(C(C=C(C=C1)NCC1CO1)CC1CO1)N 1,N'-diglycidyl-2-glycidyl-p-phenylenediamine